ethyl 6-{[(tert-butoxy) carbonyl] (1-[(tert-butoxy) carbonyl]-5-methyl-1H-pyrazol-3-yl) amino}-2-chloro-5-fluoropyrimidine-4-carboxylate C(C)(C)(C)OC(=O)N(C1=C(C(=NC(=N1)Cl)C(=O)OCC)F)C1=NN(C(=C1)C)C(=O)OC(C)(C)C